C(C)OC(CCCCCCCOC=1C2=C(C=3N=C(C(N(C3C1)C(C)=O)=O)C(C)C)C=CC=C2)=O 8-((4-Acetyl-2-isopropyl-3-oxo-3,4-dihydrobenzo[f]quinoxalin-6-yl)oxy)octanoic acid ethyl ester